[C@]12([C@H](C[C@H](CC1)C2(C)C)CC(=O)[O-])C (1S,2R,4S)-bornylacetate